1-(4-(4,4,5,5-tetramethyl-1,3,2-dioxaborolan-2-yl)phenyl)-1-(3-(trifluoromethoxy)phenyl)ethanol CC1(OB(OC1(C)C)C1=CC=C(C=C1)C(C)(O)C1=CC(=CC=C1)OC(F)(F)F)C